Di-tert-butyl (2S)-5-hydroxypyrrolidine-1,2-dicarboxylate OC1CC[C@H](N1C(=O)OC(C)(C)C)C(=O)OC(C)(C)C